ClC=1C=C(C=CC1F)[C@H](NC(=O)N1C[C@H](NC(C1)=O)C)C1=NC(=CC=C1)C(F)(F)F (3R)-N-((S)-(3-chloro-4-fluorophenyl)(6-(trifluoro-methyl)pyridin-2-yl)methyl)-3-methyl-5-oxopiperazine-1-carboxamide